C(C(C)(C)C)(=O)OCOP(=O)(OC1=CC=CC=C1)CO[C@@H](CN1C2=NC=NC(=C2N=C1)N)C ((((((R)-1-(6-amino-9H-purin-9-yl)propan-2-yl)oxy)methyl)(phenoxy) phosphoryl) oxy)methyl pivalate